4-[(5S)-5-(3,5-Dichloro-4-fluorophenyl)-4,5-dihydro-5-(trifluoromethyl)-3-isoxazolyl]-N-[(4R)-2-ethyl-3-oxo-4-isoxazolidinyl]-2-methyl-benzamide ClC=1C=C(C=C(C1F)Cl)[C@@]1(CC(=NO1)C1=CC(=C(C(=O)N[C@H]2C(N(OC2)CC)=O)C=C1)C)C(F)(F)F